(R)-1-tert-butoxycarbonyl-2-pyrrolidinemethanol C(C)(C)(C)OC(=O)N1[C@H](CCC1)CO